N-(4-{4-carbamoyl-5-[(pyrazin-2-yl)amino]-1H-pyrazol-3-yl}phenyl)-1,2,3,4-tetrahydroisoquinoline-2-carboxamide C(N)(=O)C=1C(=NNC1NC1=NC=CN=C1)C1=CC=C(C=C1)NC(=O)N1CC2=CC=CC=C2CC1